N-(3-acetyl-8,9-difluoro-6-oxo-1,2,3,4,5,6-hexahydrobenzo[c][1,7]naphthyridin-1-yl)-N-methyl-1H-indole-2-carboxamide C(C)(=O)N1CC(C=2C3=C(C(NC2C1)=O)C=C(C(=C3)F)F)N(C(=O)C=3NC1=CC=CC=C1C3)C